(E or Z)-2-benzylideneheptanal C(C1=CC=CC=C1)=C(C=O)CCCCC